Cl\C=C/C(F)(F)Cl Z-1,3-dichloro-3,3-difluoropropylene